(±)-trans-4-(4-(4-(difluoromethyl)-1H-pyrazol-1-yl)-1-((5-methoxy-7-methyl-1H-indol-4-yl)methyl)piperidin-2-yl)benzoic acid FC(C=1C=NN(C1)[C@H]1C[C@@H](N(CC1)CC1=C2C=CNC2=C(C=C1OC)C)C1=CC=C(C(=O)O)C=C1)F |r|